(3S)-4-[(tert-butoxycarbonyl)(methyl)amino]butane-1,3-diyl bis(4-methylbenzene-1-sulfonate) CC1=CC=C(C=C1)S(=O)(=O)OCC[C@@H](CN(C)C(=O)OC(C)(C)C)OS(=O)(=O)C1=CC=C(C=C1)C